10-hydroxy-4,6,8-trimethylundecyl butyloxymethyl ether C(CCC)OCOCCCC(CC(CC(CC(C)O)C)C)C